7-methyl-1-[[3-[(1R,5S,6R)-3-(4-fluorophenyl)-3-azabicyclo[3.1.0]hex-6-yl]-1,2,4-oxadiazol-5-yl]methyl]purin-6-one CN1C=NC=2N=CN(C(C12)=O)CC1=NC(=NO1)C1[C@H]2CN(C[C@@H]12)C1=CC=C(C=C1)F